C(C)(=O)NC1=C(C=CC(=C1)N)N(C(CCN(C)C)=O)CC N-(2-acetamido-4-aminophenyl)-3-(dimethylamino)-N-ethylpropionamide